ClS(=O)(=O)C1=C(C(=O)OC)C=C(C=C1)[N+](=O)[O-] methyl 2-chlorosulfonyl-5-nitro-benzoate